3,3-bis-[2-(p-dimethylaminophenyl)-2-(p-methoxyphenyl)ethenyl]-4,5,6,7-tetrabromophthalide CN(C1=CC=C(C=C1)C(=CC1(OC(=O)C2=C(C(=C(C(=C12)Br)Br)Br)Br)C=C(C1=CC=C(C=C1)N(C)C)C1=CC=C(C=C1)OC)C1=CC=C(C=C1)OC)C